fluoroserine FN[C@@H](CO)C(=O)O